CC1(CCC(CC1)C(=O)O)C 4,4-dimethylcyclohexane-1-carboxylic acid